tert-butyl 3-((5-(4-((4-(2-(3-chloro-5-cyanophenyl)propan-2-yl)phenoxy)methyl)pyrimidin-2-yl)hexahydropyrrolo[3,4-c]pyrrol-2(1H)-yl)methyl)azetidine-1-carboxylate ClC=1C=C(C=C(C1)C#N)C(C)(C)C1=CC=C(OCC2=NC(=NC=C2)N2CC3C(C2)CN(C3)CC3CN(C3)C(=O)OC(C)(C)C)C=C1